oxadiazineethylamine O1NN=C(C=C1)CCN